(3-(3-(methylamino)propoxy)propyl)triphenylphosphonium Chloride [Cl-].CNCCCOCCC[P+](C1=CC=CC=C1)(C1=CC=CC=C1)C1=CC=CC=C1